3-[(2-fluoro-6-methoxy-4-pyridinyl)amino]pyrazole-4-carboxamide ethyl-4-((tert-butoxycarbonyl)amino)-6-fluorobenzofuran-2-carboxylate C(C)OC(=O)C=1OC2=C(C1)C(=CC(=C2)F)NC(=O)OC(C)(C)C.FC2=NC(=CC(=C2)NC2=NNC=C2C(=O)N)OC